6-((5-fluoropyridin-2-yl)amino)-N-methyl-4-((1-methyl-1,4-dihydrochromeno[4,3-c]pyrazol-6-yl)amino)pyridazine-3-carboxamide FC=1C=CC(=NC1)NC1=CC(=C(N=N1)C(=O)NC)NC1=CC=CC2=C1OCC1=C2N(N=C1)C